BrC1=C(C=CC(=C1)Cl)N1C(=NC2=CC(=C(C=C2C1=O)I)F)CC 3-(2-bromo-4-chlorophenyl)-2-ethyl-7-fluoro-6-iodoquinazolin-4(3H)-one